[3-(3-chloroacetamido-propoxy)-benzyl]piperidine ClCC(=O)NCCCOC=1C=C(CN2CCCCC2)C=CC1